C(C)(C)(C)OC(=O)[C@@H]1CCCC=2N1C(N(N2)CC=2C=NC(=C(C2)Cl)OC)=O tert-Butyl-(5S)-2-[(5-chloro-6-methoxypyridin-3-yl)methyl]-3-oxo-2,3,5,6,7,8-hexahydro[1,2,4]triazolo[4,3-a]pyridine-5-carboxylate